CP(=O)(C)C1=CC(=NC2=C(N=CC=C12)C1=CC=NN1)N1[C@@H](COCC1)C 4-(dimethylphosphoryl)-2-[(3R)-3-methylmorpholin-4-yl]-8-(1H-pyrazol-5-yl)-1,7-naphthyridine